(2S,4R)-4-fluoro-N-[(S)-phenyl[4-(propan-2-yl)phenyl]methyl]-1-{[(pyridin-3-yl)carbamoyl]carbonyl}pyrrolidine-2-carboxamide F[C@@H]1C[C@H](N(C1)C(=O)C(NC=1C=NC=CC1)=O)C(=O)N[C@H](C1=CC=C(C=C1)C(C)C)C1=CC=CC=C1